3-[5-[4-[(2-methyl-7-azaspiro[3.5]nonan-2-yl)methyl]piperazin-1-yl]-1-oxo-isoindolin-2-yl]piperidine-2,6-dione CC1(CC2(C1)CCNCC2)CN2CCN(CC2)C=2C=C1CN(C(C1=CC2)=O)C2C(NC(CC2)=O)=O